2-(8-fluoroquinolin-4-yl)-N4-(1-(methylsulfonyl)piperidin-4-yl)pyrimidine-2,4-diamine FC=1C=CC=C2C(=CC=NC12)C1(NC=CC(=N1)NC1CCN(CC1)S(=O)(=O)C)N